(S)-3-ethoxy-2-Methyl-2-((5-nitro-1-(phenylsulfonyl)-1H-pyrrolo[2,3-b]pyridin-4-yl)amino)propionic acid methyl ester COC([C@](COCC)(NC1=C2C(=NC=C1[N+](=O)[O-])N(C=C2)S(=O)(=O)C2=CC=CC=C2)C)=O